4-((1,4-dioxa-8-azaspiro[4.5]dec-8-yl)methyl)-N-(benzo[d]thiazol-2-yl)benzamide O1CCOC12CCN(CC2)CC2=CC=C(C(=O)NC=1SC3=C(N1)C=CC=C3)C=C2